C1N(CC12COCCC2)C2=C1C=CN(C(C1=CN=C2)=O)CC=2N=C1N(C=C(C=C1)C=O)C2 2-[(5-{6-oxa-2-azaspiro[3.5]nonan-2-yl}-1-oxo-1,2-dihydro-2,7-naphthyridin-2-yl)methyl]imidazo[1,2-a]pyridine-6-carbaldehyde